N1C=CC2=CC(=CC=C12)C1=CNC2=NC=C(C=C21)C2=CC=C(C=C2)CN2CCN(CC2)C 3-(1H-indol-5-yl)-5-[4-[(4-methyl-1-piperazinyl)methyl]phenyl]-1H-pyrrolo[2,3-b]pyridine